4-[5-(aminomethyl)pyrimidin-2-yl]-3-[6-(dimethylamino)pyridazin-4-yl]sulfanylbenzonitrile NCC=1C=NC(=NC1)C1=C(C=C(C#N)C=C1)SC1=CN=NC(=C1)N(C)C